(2RS)-2-[6-[2-(6-amino-3-pyridinyl)ethynyl]-1-oxo-isoindolin-2-yl]-2-(5-fluoro-2-methoxy-phenyl)-N-(2-pyridyl)acetamide NC1=CC=C(C=N1)C#CC1=CC=C2CN(C(C2=C1)=O)[C@@H](C(=O)NC1=NC=CC=C1)C1=C(C=CC(=C1)F)OC |r|